[Cl-].[Zn+2].COC1C(C=CC(=C1)N1CCOCC1)=[N+]=[N-].[Cl-] 2-methoxy-4-morpholinyl-diazobenzene zinc chloride salt